2,7-bis(4-(4,4-dimethyloxazolin-2-yl)phenyl)-9,9'-spirobi[fluorene] CC1(N=C(OC1)C1=CC=C(C=C1)C1=CC=2C3(C4=CC(=CC=C4C2C=C1)C1=CC=C(C=C1)C=1OCC(N1)(C)C)C1=CC=CC=C1C=1C=CC=CC13)C